ethyl 9-chloro-2-methyl-[1,2,4]triazolo[1,5-a][1,7]naphthyridine-4-carboxylate ClC=1N=CC=C2C=C(C=3N(C12)N=C(N3)C)C(=O)OCC